Cl.C(C)N(CC)CCCl N,N-diethyl-chloroethylamine hydrochloride